N-(3-(2-((6-(2-(hydroxymethyl)morpholinyl)pyridin-3-yl)amino)quinazolin-8-yl)phenyl)but-2-enamide tert-butyl-(Z)-4-bromo-3-fluorobut-2-ylcarbamate C(C)(C)(C)OC(NC(C)C(CBr)F)=O.OCC1CN(CCO1)C1=CC=C(C=N1)NC1=NC2=C(C=CC=C2C=N1)C=1C=C(C=CC1)NC(C=CC)=O